C(C1=CC=CC=C1)C(CCC[C@@H](N)C(=O)O)N ε-benzyl-D-lysine